10-(6-(8-(benzo[d]thiazol-2-ylcarbamoyl)-3,4-dihydroisoquinolin-2(1H)-yl)-3-(1-benzyl-5-methyl-1H-pyrazol-4-yl)picolinamido)decanoic acid S1C(=NC2=C1C=CC=C2)NC(=O)C=2C=CC=C1CCN(CC21)C2=CC=C(C(=N2)C(=O)NCCCCCCCCCC(=O)O)C=2C=NN(C2C)CC2=CC=CC=C2